COC1=C(C=C2C(=C1)[C@@H]3COC4=C([C@@H]3O2)C=CC(=C4)O)O The molecule is a member of the class of pterocarpans that is (6aR,11aR)-3,9-dihydroxypterocarpan in which the hydrogen at position 8 has been replaced by a methoxy group. It is a member of pterocarpans, an organic heterotetracyclic compound and an aromatic ether. It derives from a (6aR,11aR)-3,9-dihydroxypterocarpan.